FC=1C=C(SC1)C(=O)NOC 4-fluoro-N-methoxy-thiophene-2-carboxamide